FC(CN1N=CC=2C=NC(=CC21)C2=NN(C=C2[N+](=O)[O-])C2OCCCC2)(C)C 1-(2-fluoro-2-methyl-propyl)-6-(4-nitro-1-tetrahydropyran-2-yl-pyrazol-3-yl)pyrazolo[4,3-c]pyridin